lithium 1-ethyl-2,3-dimethylimidazole hexafluorophosphate F[P-](F)(F)(F)(F)F.C(C)N1C(N(C=C1)C)C.[Li+]